ClC=1C2=C(N=C(N1)SC)N(C(C=C2)=O)C(C)C 4-chloro-8-isopropyl-2-methylsulfanyl-8H-pyrido[2,3-d]pyrimidin-7-one